C(C)(C)(C)OC(=O)N1CC(C(CC1)CO)(C)C 4-(hydroxymethyl)-3,3-dimethylpiperidine-1-carboxylic acid tert-butyl ester